C(CCCCC\C=C/CC\C=C\CCCC)CC(=O)O.C(C)(=O)OCCCCCCCCCCC=CCCCC 11-hexadecen-1-yl acetate ((Z,E)-7,11-hexadecadien-1-yl acetate)